4-(4-((4-(3-((2-((1S)-1-((tetrahydro-2H-pyran-2-yl)oxy)ethyl)-1H-imidazole-1-yl)methyl)isoxazol-5-yl)phenyl)ethynyl)benzyl)morpholine-3-carboxylic acid O1C(CCCC1)O[C@@H](C)C=1N(C=CN1)CC1=NOC(=C1)C1=CC=C(C=C1)C#CC1=CC=C(CN2C(COCC2)C(=O)O)C=C1